C(C=C)(=O)ON1C(=NC(=C1C1=CC=CC=C1)C1=CC=CC=C1)C1=C(C=CC=C1)Cl 2-(2-Chlorophenyl)-4,5-diphenyl-1H-imidazol-1-yl acrylate